ClC1=CC=C(C=C1)C1C(N(CC1)C1=CC=C(C=C1)C1=CC=NC=C1)=S (4-chlorophenyl)-1-(4-(pyridin-4-yl)phenyl)pyrrolidine-2-thione